C(C)(=O)NCC1CCN(CC1)CC=1C=CC=C(C1)C1=CC(=CC(=C1)Cl)Cl 5-((4-(acetamidomethyl)piperidin-1-yl)methyl)-3',5'-dichloro-[1,1'-biphenyl]